tert-butyl 4-(4-amino-3-cyclopropylphenyl)piperidine-1-carboxylate NC1=C(C=C(C=C1)C1CCN(CC1)C(=O)OC(C)(C)C)C1CC1